C(O)(O)=O.C(OC1=CC=C(C=C1)[N+](=O)[O-])(OC1CC(C1)N1C=NC=C1C(F)(F)F)=O 4-nitrophenyl ((1r,3r)-3-(5-(trifluoromethyl)-1H-imidazol-1-yl)cyclobutyl) carbonate carbonate